7-deazaguanosine-5'-triphosphate P(O)(=O)(OP(=O)(O)OP(=O)(O)O)OC[C@@H]1[C@H]([C@H]([C@@H](O1)N1C=CC=2C(=O)NC(N)=NC12)O)O